tert-butyl N-[(3R)-5-[(4-chlorophenyl) methyl]-8-fluoro-7-(hydrazinecarbonyl)-1,1,4-trioxo-3,5-dihydro-2H-1λ6-benzothiepin-3-yl]carbamate ClC1=CC=C(C=C1)CC1C([C@H](CS(C2=C1C=C(C(=C2)F)C(=O)NN)(=O)=O)NC(OC(C)(C)C)=O)=O